(1s,4s)-4-((3-(1-(Difluoromethyl)-1H-pyrazol-3-yl)-6-((2-(3-methyl-1-(2,2,2-trifluoroethyl)-1H-pyrazol-4-yl)pyrimidin-4-yl)amino)pyridazin-4-yl)amino)-1-methylcyclohexan-1-ol FC(N1N=C(C=C1)C=1N=NC(=CC1NC1CCC(CC1)(O)C)NC1=NC(=NC=C1)C=1C(=NN(C1)CC(F)(F)F)C)F